Isopropyl-6-methylnicotinonitrile C(C)(C)C1=C(C#N)C=CC(=N1)C